BrC1=C(C=C2C(=C(C(=NC2=C1F)OC[C@H]1N(CCC1)C)[N+](=O)[O-])NC1C2CN(C1C2)C(=O)OC(C)(C)C)CCC#N tert-Butyl (endo)-5-((7-bromo-6-(2-cyanoethyl)-8-fluoro-2-(((S)-1-methylpyrrolidin-2-yl)methoxy)-3-nitroquinolin-4-yl)amino)-2-azabicyclo[2.1.1]hexane-2-carboxylate